C1(CC1)OC1=NNC=C1[N+](=O)[O-] 3-(cyclopropyloxy)-4-nitro-1H-pyrazole